C12(CC3CC(CC(C1)C3)C2)NC(C2=C(C=CC=C2)S(=O)(=O)C/C(=C/CN)/F)=O N-((1S,3R,5S)-Adamantan-1-yl)-2-(((Z)-4-amino-2-fluorobut-2-en-1-yl)sulfonyl)benzamid